FC1=C(C=CC=C1)C(CC(C#N)C1=CC=C(C=C1)F)=O 4-(2-fluorophenyl)-2-(4-fluorophenyl)-4-oxobutanenitrile